N-((S)-1-(((S)-1-cyano-2-((S)-2-oxopiperidin-3-yl)ethyl)amino)-3-cyclopropyl-1-oxopropan-2-yl)-6-fluoro-4-methoxy-1H-indole-2-carboxamide C(#N)[C@H](C[C@H]1C(NCCC1)=O)NC([C@H](CC1CC1)NC(=O)C=1NC2=CC(=CC(=C2C1)OC)F)=O